ClC1=CC2=C(C=N1)C(=NN2)O 6-chloro-1H-pyrazolo[4,3-C]pyridine-3-ol